(4-(4-ethylphenyl)butyl)-1H-pyrano[3,4-B]quinolin-4(3H)-one C(C)C1=CC=C(C=C1)CCCCC1OCC(C=2C1=NC1=CC=CC=C1C2)=O